3-(((Cyclopropylmethyl)(methyl)amino)methyl)-N'-((1,2,3,5,6,7-hexahydro-s-indacen-4-yl)carbamoyl)benzenesulfonimidamide C1(CC1)CN(C)CC=1C=C(C=CC1)S(=O)(N)=NC(NC1=C2CCCC2=CC=2CCCC12)=O